COC1=CN=C(C(=N1)C1=NOC(N1)=O)NC1=CC=C(C=C1)C(F)(F)F 3-[6-methoxy-3-[4-(trifluoromethyl)anilino]pyrazin-2-yl]-4H-1,2,4-oxadiazol-5-one